C[C@@H]1CN(C[C@H]2N1CCN(C2)CCC=2C=NC(=CC2)N2CCN(CC2)C)C2=C1C=CC=NC1=C(C=C2)C#N 5-[(4R,9aS)-4-methyl-8-[2-[6-(4-methylpiperazin-1-yl)-3-pyridyl]ethyl]-3,4,6,7,9,9a-hexahydro-1H-pyrazino[1,2-a]pyrazin-2-yl]quinoline-8-carbonitrile